C1(CCCCC1)C1=CC=C(C=C1)NC=1C2=C(N=C(N1)N1C[C@H](OCC1)C)C(N(C2)CCN(C)C)=O 4-[(4-cyclohexylphenyl)amino]-6-[2-(dimethylamino)ethyl]-2-[(2R)-2-methylmorpholin-4-yl]-5,6-dihydro-7H-pyrrolo[3,4-d]pyrimidin-7-one